((S)-3-(benzo[d][1,3]dioxol-4-yl)-2-(dimethylamino)propyl)-3-benzylurea O1COC2=C1C=CC=C2C[C@@H](CNC(=O)NCC2=CC=CC=C2)N(C)C